C(C)(C)[Si](C#CC1=CC=CC2=CC(=CC(=C12)B1OC(C(O1)(C)C)(C)C)OCOC)(C(C)C)C(C)C triisopropyl-[2-[6-(methoxymethoxy)-8-(4,4,5,5-tetramethyl-1,3,2-dioxaborolan-2-yl)-1-naphthyl]ethynyl]silane